sodium dodecyldimethylbenzenesulfonate C(CCCCCCCCCCC)C1=C(C(=C(C=C1)S(=O)(=O)[O-])C)C.[Na+]